(3S)-N-[2-(3,3-difluoropyrrolidin-1-yl)-4-(2-fluorophenyl)-3-pyridyl]-3-(methoxymethyl)pyrrolidine-1-carboxamide FC1(CN(CC1)C1=NC=CC(=C1NC(=O)N1C[C@H](CC1)COC)C1=C(C=CC=C1)F)F